The molecule is a kynurenine that has D configuration. It has a role as a human metabolite. It is a kynurenine and a D-alpha-amino acid. It is an enantiomer of a L-kynurenine. C1=CC=C(C(=C1)C(=O)C[C@H](C(=O)O)N)N